Glycidyldipropyldecylammonium bromid [Br-].C(C1CO1)[N+](CCCCCCCCCC)(CCC)CCC